N-(2-acetamido-4-((5-chloro-4-(1-methyl-1H-indol-3-yl)pyrimidin-2-yl)amino)phenyl)-2-(dimethylamino)acetamide C(C)(=O)NC1=C(C=CC(=C1)NC1=NC=C(C(=N1)C1=CN(C2=CC=CC=C12)C)Cl)NC(CN(C)C)=O